4-{[(1R)-1-(4-Chlorophenyl)-2-[(5-chloropyrimidin-2-yl)methyl]-7-fluoro-1-[(1-hydroxycyclopropyl)methoxy]-3-oxo-2,3-dihydro-1H-isoindol-5-yl](hydroxy)methyl}-1λ6-thian-1,1-dion ClC1=CC=C(C=C1)[C@@]1(N(C(C2=CC(=CC(=C12)F)C(C1CCS(CC1)(=O)=O)O)=O)CC1=NC=C(C=N1)Cl)OCC1(CC1)O